phosphorus butyrylcholine C(CCC)(=O)OCC[N+](C)(C)C.[P+3]